2-methyl-3-(3,7,11,15-tetramethyl-2-hexadecyl)-1,4-naphthalenedione CC=1C(C2=CC=CC=C2C(C1C(C)C(CCCC(CCCC(CCCC(C)C)C)C)C)=O)=O